Sodium isethionate S(=O)(=O)([O-])CCO.[Na+]